COC(=O)C=1C=2N=C(C(=NC2C(=CC1)N1C[C@H](N([C@H](C1)C)C(=O)OC(C)(C)C)C)OC)C 8-[(3R,5S)-4-(tert-butoxycarbonyl)-3,5-dimethylpiperazin-1-yl]-2-methoxy-3-methylquinoxaline-5-carboxylic acid methyl ester